ClC=1C(=C(C=CC1Cl)NC1=NC=NC2=CC(=C(C=C12)OC1CCN(CC1)CC1=C(C=CC=C1)NC1C(NC(CC1)=O)=O)OC)F 3-((2-((4-((4-((3,4-dichloro-2-fluorophenyl)amino)-7-methoxyquinazolin-6-yl)oxy)piperidin-1-yl)methyl)phenyl)amino)piperidine-2,6-dione